CC1(CN=C(OC1)NC1=CC(=C(OC2=C3C(=NC=C2)N(C=C3C3=CC=C(C=C3)P(C)C)COCC[Si](C)(C)C)C(=C1)F)F)C (4-(4-(4-((5,5-dimethyl-5,6-dihydro-4H-1,3-oxazin-2-yl)amino)-2,6-difluorophenoxy)-1-((2-(trimethylsilyl)ethoxy)methyl)-1H-pyrrolo[2,3-b]Pyridin-3-yl)phenyl)dimethylphosphine